FC(C1=CNC=2C=NNC(C21)=O)(F)F 3-(trifluoromethyl)-1,5-dihydro-4H-pyrrolo[2,3-d]pyridazin-4-one